5-{2-amino-[1,2,4]triazolo[1,5-a]pyridin-7-yl}-N-{[2-(cyclopentyloxy)-4-fluorophenyl]methyl}-2-methoxypyridine-3-carboxamide NC1=NN2C(C=C(C=C2)C=2C=C(C(=NC2)OC)C(=O)NCC2=C(C=C(C=C2)F)OC2CCCC2)=N1